1-(2,4-dichlorophenyl)-N-(pyridin-3-ylmethyl)-1-(1-(tetrahydro-2H-pyran-2-yl)-1H-pyrazol-4-yl)methylamine ClC1=C(C=CC(=C1)Cl)C(C=1C=NN(C1)C1OCCCC1)NCC=1C=NC=CC1